[Si](C)(C)(C(C)(C)C)OCC1C2(CC1C2)C(=O)O ((tert-butyldimethylsilyloxy)methyl)bicyclo[1.1.1]pentane-1-carboxylic acid